C(/C1=CC=CC=C1)=C(/C=O)\CCCCC (Z)-2-benzylideneheptanal